N-(cis-4-ethoxycyclohexyl)-5-(3-methylimidazo[1,2-b]pyridazin-6-yl)-7H-pyrrolo[2,3-d]pyrimidin-2-amine C(C)O[C@H]1CC[C@H](CC1)NC=1N=CC2=C(N1)NC=C2C=2C=CC=1N(N2)C(=CN1)C